BrC=1C=C2C(=NC1)C(C(N2C2CC(C2)(C#N)N2CC1(CC1)CCC2)=O)(C)C (1s,3s)-3-(6-bromo-3,3-dimethyl-2-oxo-2,3-dihydro-1H-pyrrolo[3,2-b]pyridin-1-yl)-1-(5-azaspiro[2.5]oct-5-yl)cyclobutane-1-carbonitrile